3-(morpholin-4-yl)cyclobutane N1(CCOCC1)C1CCC1